The molecule is a N-acyl homoserine lactone that is the monocarboxylic acid amide resulting from the formal condensation of the carboxy group of 3-oxohexanoic acid with the amino group of homoserine lactone. It is a N-acyl homoserine lactone and a secondary carboxamide. It derives from a 3-oxohexanoic acid. CCCC(=O)CC(=O)NC1CCOC1=O